[As]([O-])([O-])[O-].[Pb+2].[As]([O-])([O-])[O-].[Pb+2].[Pb+2] Lead arsenite